N-[(3S)-1,1-dimethylsilacyclopentan-3-yl]-4,5-difluoro-6-methyl-1H-pyrrolo[2,3-b]pyridine-2-carboxamide C[Si]1(C[C@H](CC1)NC(=O)C1=CC=2C(=NC(=C(C2F)F)C)N1)C